3,3-dimethyl-1-(pyrrolidin-3-yl)pyrrolidin-2-one tert-butyl-(3-(3-(2-(2,6-dioxopiperidin-3-yl)-1,3-dioxoisoindolin-4-yl)propoxy)propyl)-(methyl)carbamate C(C)(C)(C)OC(N(C)CCCOCCCC1=C2C(N(C(C2=CC=C1)=O)C1C(NC(CC1)=O)=O)=O)=O.CC1(C(N(CC1)C1CNCC1)=O)C